[Si](C)(C)(C(C)(C)C)OCCO[C@@H]1[C@@H](CN(CC1)C(=O)OC(C)(C)C)F tert-butyl (3R,4S)-4-(2-((tert-butyldimethylsilyl)oxy)ethoxy)-3-fluoropiperidine-1-carboxylate